FC=1C=C2CC(NC2=C(C1O)F)=O 5,7-difluoro-6-hydroxyindolin-2-one